4-(ethoxymethyl)-1-(hydroxymethyl)cyclohexaneN C(C)OCC1CC=C(CC1)CO